N1C=C(C2=CC=CC=C12)CCNC1=NC=NC=C1 N-[2-(1H-indol-3-yl)ethyl]pyrimidin-4-amine